COC(=O)C=1C=CC2=C(OCCN2CC2=CC=CC=C2)C1 4-benzyl-3,4-dihydro-2H-benzo[b][1,4]Oxazine-7-carboxylic acid methyl ester